C[C@H](CC)OC1=C(C=NN1COCC[Si](C)(C)C)[N+](=O)[O-] (R)-5-(2-butoxy)-4-nitro-1-((2-(trimethylsilyl)ethoxy)methyl)-1H-pyrazole